The molecule is a 1,2-diacyl-sn-glycero-3-phosphate(2-) obtained by deprotonation of the phosphate OH groups of 1-oleoyl-2-icosanoyl-sn-glycero-3-phosphate. It is a 1,2-diacyl-sn-glycerol 3-phosphate(2-) and a 1-oleoyl-2-acyl-sn-glycero-3-phosphate(2-). It is a conjugate base of a 1-oleoyl-2-icosanoyl-sn-glycero-3-phosphate. CCCCCCCCCCCCCCCCCCCC(=O)O[C@H](COC(=O)CCCCCCC/C=C\\CCCCCCCC)COP(=O)([O-])[O-]